C([C@@H]1[C@H]([C@@H]([C@H]([C@H](O1)O[C@]2([C@H]([C@@H]([C@H](O2)CCl)O)O)CCl)O)O)Cl)O 4,1',6'-trichlorosucrose